FC1=CC=C(C=C(C1=O)O)C 7-fluoro-2-hydroxy-4-methylcyclohepta-2,4,6-trien-1-one